O=CCC1N(CCN(C1)C1=NC=CN=C1NC1=CC=C(C=C1)C(F)(F)F)C(=O)OC(C)(C)C tert-butyl 2-(2-oxoethyl)-4-(3-((4-(trifluoromethyl)phenyl)amino)pyrazin-2-yl)piperazine-1-carboxylate